imidazo[1,2-b]pyridazine-3-carboxylate N=1C=C(N2N=CC=CC21)C(=O)[O-]